1-[(4-methoxyphenyl)methyl]-1H-pyrazolo[3,4-b]Pyrazin-3-ol COC1=CC=C(C=C1)CN1N=C(C=2C1=NC=CN2)O